[N+](=O)([O-])C1=C(C2=C(OCO2)C=C1)NCC1CCOCC1 5-nitro-N-((tetrahydro-2H-pyran-4-yl)methyl)benzo[d][1,3]dioxolane-4-amine